FC(C1=CC=C(C=C1)C1=NN=C(O1)NC=1C(=NC=CC1)C(=O)NO)(F)F ((5-[4-(Trifluoromethyl)phenyl]-1,3,4-oxadiazol-2-yl)amino)-N-hydroxy-pyridine-2-carboxamide